2-acetyl-5-oxo-2-(3-oxobutyl)hexanamide C(C)(=O)C(C(=O)N)(CCC(C)=O)CCC(C)=O